C(C(C)(C)C)(=O)OCCC(C(CC1=CC=CC=C1)O)O 3,4-dihydroxy-5-phenylpentyl pivalate